C(C)(C)(C)OC(=O)N1C[C@@H](N(C[C@@H]1C)C[B-](F)(F)F)C.[K+].C(C=1C(C(=O)OOC(C(=C)C)=O)=CC=CC1)(=O)OCC 2-(methacryloyloxy) ethyl phthalate monopotassium (((2S,5S)-4-(tert-butoxycarbonyl)-2,5-dimethylpiperazin-1-yl)methyl)trifluoroborate